(3-amino-2-chloro-6-fluoro-phenyl)-(5-bromo-1H-pyrrolo[2,3-b]pyridin-3-yl)methanone NC=1C(=C(C(=CC1)F)C(=O)C1=CNC2=NC=C(C=C21)Br)Cl